(R)-1-(3-methoxyphenyl)-N1,N1-dimethylethane-1,2-diamine COC=1C=C(C=CC1)[C@H](CN)N(C)C